CC1=NC(=CC(=C1)C(=O)C=1C=C(C#N)C=CC1[Sn](C)(C)C)N1CCOCC1 3-(2-methyl-6-morpholin-4-ylpyridine-4-carbonyl)-4-trimethylstannyl-benzonitrile